C12C(C3CC(CC(C1)C3)C2)NC(CN2C(C(=CC=C2)NC([C@H](CCC(C(=O)NC)=O)NC(=O)C2=CC=NN2C)=O)=O)=O (S)-N1-(1-(2-(2-adamantylamino)-2-oxoethyl)-2-oxo-1,2-dihydropyridin-3-yl)-N6-methyl-2-(1-methyl-1H-pyrazole-5-carboxamido)-5-oxohexanediamide